2-chloro-N-cyclohexyl-5-methylpyrimidin-4-amine ClC1=NC=C(C(=N1)NC1CCCCC1)C